OC1=C(C(=NN1C(C)C)C)C(=O)OCC ethyl 5-hydroxy-3-methyl-1-(propan-2-yl)pyrazole-4-carboxylate